NC1CCN(CC1)C(CCC=1NC(C2=C(C=CC(=C2C1)C)F)=O)=O 3-(3-(4-aminopiperidin-1-yl)-3-oxopropyl)-8-fluoro-5-methylisoquinolin-1(2H)-one